C(=O)O.C(=O)O.C(CCC)C1(CCCCC1)CCCC dibutyl-cyclohexane diformate